ClC=1C(=C(C(=CC1N1CC(CC1)(OC)C1CCC2CCCN12)F)S(=O)(=O)NC1=NC(=CC=C1)F)F 3-chloro-2,6-difluoro-N-(6-fluoropyridin-2-yl)-4-(3-(hexahydro-1H-pyrrolizin-3-yl)-3-methoxypyrrolidin-1-yl)benzenesulfonamide